trans-rac-1-(tert-butoxycarbonyl)-2-methylazetidine-3-carboxylic acid C(C)(C)(C)OC(=O)N1[C@H]([C@@H](C1)C(=O)O)C |r|